O[C@H](COC=1C=C(C=CC1)S(=O)(=O)NCCCOC)CNC1COC2(C1)CCN(CC2)S(=O)(=O)C2=CC1=CC=CC=C1C=C2 3-((2S)-2-hydroxy-3-(8-(naphthalen-2-ylsulfonyl)-1-oxa-8-azaspiro[4.5]decan-3-ylamino)propoxy)-N-(3-methoxypropyl)benzenesulfonamide